ClC1=C(C=CC=C1Cl)N1[C@@H](CN(CC1)CC[C@@H]1CC[C@H](CC1)N)C trans-4-(2-((R)-4-(2,3-dichlorophenyl)-3-methylpiperazin-1-yl)ethyl)cyclohexane-1-amine